(E)-4-cyclopropoxy-6-(6-(2-(5-cyclopropyl-3-(2-(trifluoromethyl)phenyl)-isoxazol-4-yl)vinyl)-3-azabicyclo[3.1.0]hex-3-yl)quinoline-2-carboxylic acid C1(CC1)OC1=CC(=NC2=CC=C(C=C12)N1CC2C(C2C1)\C=C\C=1C(=NOC1C1CC1)C1=C(C=CC=C1)C(F)(F)F)C(=O)O